phenylacetyl-carboxylate (2S,3R,4S,6S)-2-methyl-6-((4-methyl-2-oxo-2H-chromen-7-yl)oxy)tetrahydro-2H-pyran-3,4-diyl-diacetate C[C@@H]1O[C@H](C[C@H]([C@H]1CC(=O)O)CC(=O)O)OC1=CC=C2C(=CC(OC2=C1)=O)C.C1(=CC=CC=C1)CC(=O)C(=O)O